N1(CCCCC1)C1=CC=C(C(=O)N2CCN(CC2)C2=NC3=CC=CC=C3C(N2)=O)C=C1 2-[4-(4-Piperidin-1-ylbenzoyl)piperazin-1-yl]-3H-quinazolin-4-one